(2S)-2-(3-cyclohexyl-1,2,4-oxadiazol-5-yl)-1,1-difluoro-6-azaspiro[2.5]octane-6-sulfonamide C1(CCCCC1)C1=NOC(=N1)[C@H]1C(C12CCN(CC2)S(=O)(=O)N)(F)F